4-((4-methylpiperazin-1-yl)methyl)-N-(4-(2-(p-tolyl)propan-2-yl)thiazol-2-yl)benzamide CN1CCN(CC1)CC1=CC=C(C(=O)NC=2SC=C(N2)C(C)(C)C2=CC=C(C=C2)C)C=C1